7,7-difluoro-4-azaspiro[2.5]octane hydrochloride Cl.FC1(CCNC2(CC2)C1)F